2,2'-((((((2,2'-dimethyl-[1,1'-biphenyl]-3,3'-diyl)bis(methylene))bis(oxy))bis(5-chloro-2-methoxypyridine-6,3-diyl))bis(methylene))bis(azanediyl))diacetic acid CC1=C(C=CC=C1COC1=C(C=C(C(=N1)OC)CNCC(=O)O)Cl)C1=C(C(=CC=C1)COC1=C(C=C(C(=N1)OC)CNCC(=O)O)Cl)C